C(=O)C=1C=C(C=CC1OC(F)(F)F)CCCCCCCCCCCCCCCCCCCC(=O)O 20-(3-Formyl-4-(trifluoromethoxy)phenyl)eicosanoic acid